N1(CCCC1)C(C([2H])([2H])C1=CNC2=CC=CC(=C12)OC(CCCCCCC\C=C/C\C=C/CCCCC)=O)([2H])[2H].O=C1N(CC[C@@]12CNCC2)CC(=O)N 2-((S)-1-oxo-2,7-diazaspiro[4.4]Non-2-yl)acetamide 3-(2-(pyrrolidin-1-yl)ethyl-1,1,2,2-d4)-1H-indol-4-yl-(9Z,12Z)-octadeca-9,12-dienoate